CN1C2=C(OCC1)C=C(C=N2)S(=O)(=O)Cl 4-methyl-3,4-dihydro-2H-pyrido[3,2-b][1,4]oxazine-7-sulfonyl chloride